C(#N)C=1C=C(C=C(C1N[C@@H](CSC1=CC=C(C=C1)F)CCN1CC(C1)OC1CC1)F)S(=O)(=O)NC(=O)[C@@]1(OCCCC1)C (R)-N-((3-cyano-4-(((R)-4-(3-cyclopropoxyazetidin-1-yl)-1-((4-fluorophenyl)thio)butan-2-yl)amino)-5-fluorophenyl)sulfonyl)-2-methyltetrahydro-2H-pyran-2-carboxamide